C(#N)C=1C=CC(=C2C=CC=NC12)N1C[C@H](N(C[C@@H]1C)C(=O)NC=1C=NC(=CC1)OCCCN1CCN(CC1)C=1C=C2C(N(C(C2=CC1)=O)C1C(NC(CC1)=O)=O)=O)C (2R,5S)-4-(8-cyanoquinolin-5-yl)-N-(6-(3-(4-(2-(2,6-dioxopiperidin-3-yl)-1,3-dioxoisoindolin-5-yl)piperazin-1-yl)propoxy)pyridin-3-yl)-2,5-dimethylpiperazine-1-carboxamide